O1COC2=C1C=CC(=C2)CC(CC)NC [1-(2H-1,3-benzodioxol-5-yl)butan-2-yl](methyl)amine